C1(CC1)C(C(F)(F)F)(O)C1=CC=2C(=NC(=CC2)C2=CC=3C(N=C2)=NN(C3)C)S1 1-cyclopropyl-2,2,2-trifluoro-1-(6-(2-methyl-2H-pyrazolo[3,4-b]pyridin-5-yl)thieno[2,3-b]pyridin-2-yl)ethanol